CN(CCNC1=CC=C2C=C(C=NC2=C1)C(=O)NC1=C(C=CC(=C1)C=1SC=CC1)NC(OC(C)(C)C)=O)C tert-Butyl 2-(7-(2-(dimethylamino)ethylamino)quinoline-3-carboxamido)-4-(thiophen-2-yl)phenylcarbamate